FC(C=1C(=C(C=CC1)[C@@H](C)NC1=NC(=NC2=CC3=C(C=C12)N(C(C(O3)(C)C)O)C3CN(CC3)C(CC)=O)C)F)F 1-(3-(4-{[(1R)-1-(3-(difluoromethyl)-2-fluorophenyl)ethyl]amino}-7-hydroxy-2,8,8-Trimethyl-6H,7H,8H-[1,4]oxazino[3,2-G]quinazolin-6-yl)pyrrolidin-1-yl)propan-1-one